copper carbohydrazide nitrate [N+](=O)([O-])[O-].NNC(=O)NN.[Cu+2].[N+](=O)([O-])[O-]